COC1=CC(=C(C(=O)OC)C=C1OC(C)(C)C1=C(C=NC=C1)C)[N+](=O)[O-] methyl 4-methoxy-5-((2-(3-methylpyridin-4-yl)propan-2-yl)oxy)-2-nitrobenzoate